(E)-N'-cinnamoyl-3-(4-(difluoromethoxy)phenyl)acrylohydrazide C(C=CC1=CC=CC=C1)(=O)NNC(\C=C\C1=CC=C(C=C1)OC(F)F)=O